CC(C(=O)OCC)(CCCCC)C ethyl 2,2-dimethylheptanoate